4-((4-((furan-2-ylmethyl)amino)-6-(pyridin-4-yl)-1,3,5-triazin-2-yl)amino)phenol O1C(=CC=C1)CNC1=NC(=NC(=N1)C1=CC=NC=C1)NC1=CC=C(C=C1)O